CO[C@H]1[C@@H](CNC1)NC([O-])=O ((3R,4R)-4-methoxypyrrolidin-3-yl)carbamate